1,1-dimethyl-2-[2-((indan-2-yl)(pyrimidine-2-yl)amino)ethyl]piperidinium iodide [I-].C[N+]1(C(CCCC1)CCN(C1=NC=CC=N1)C1CC2=CC=CC=C2C1)C